ClC1=CC(=C(C(=C1)OC)O)C(F)F 4-chloro-2-(difluoromethyl)-6-methoxyphenol